4-(((6-(chloromethyl)-4-(difluoromethyl)pyridin-3-yl)oxy)methyl)-N,N-dimethylpiperidine-1-sulfonamide ClCC1=CC(=C(C=N1)OCC1CCN(CC1)S(=O)(=O)N(C)C)C(F)F